1-(4-bromo-3-methylphenyl)propan-1-one BrC1=C(C=C(C=C1)C(CC)=O)C